aluminum (hydrogen)oxygen [OH].[Al]